C(C)(C)N1[C@@H](CCC1)CC(=O)O (S)-2-(1-isopropylpyrrolidin-2-yl)acetic acid